3-(5-(3-benzhydryl-3,8-diazabicyclo[3.2.1]octane-8-carbonyl)-1-oxoisoindolin-2-yl)piperidine-2,6-dione C(C1=CC=CC=C1)(C1=CC=CC=C1)N1CC2CCC(C1)N2C(=O)C=2C=C1CN(C(C1=CC2)=O)C2C(NC(CC2)=O)=O